C(C)(=O)N1CCC(=CC1)C=1OC(=CN1)C(=O)NC12CC(C1)(C2)NC(COC2=CC(=C(C=C2)Cl)F)=O 2-(1-acetyl-1,2,3,6-tetrahydropyridin-4-yl)-N-{3-[2-(4-chloro-3-fluorophenoxy)acetamido]bicyclo[1.1.1]pent-1-yl}-1,3-oxazole-5-carboxamide